FC1=C(C=C(C(=C1)C(F)(F)F)F)NS(=O)(=O)C1=CN(C=2CC(CCC12)CO)S(=O)(=O)C1=CC=C(C)C=C1 N-(2,5-difluoro-4-(trifluoromethyl)phenyl)-6-(hydroxymethyl)-1-tosyl-4,5,6,7-tetrahydro-1H-indole-3-sulfonamide